C(C)(C)(C)OC(=O)N1CC=2N(C[C@@H]1C)N=CC2N2S(CC(C2)C2=C(C(=O)O)C=CC=C2)(=O)=O 2-[2-[(6S)-5-tert-butoxycarbonyl-6-methyl-6,7-dihydro-4H-pyrazolo[1,5-a]pyrazin-3-yl]-1,1-dioxo-1,2-thiazolidin-4-yl]benzoic acid